C(C=CCCCC)(=O)OC1=CC=C(C=C1)[N+](=O)[O-] 2-heptenoic acid, 4-nitrophenyl ester